3,6-dimethyl-4-oxo-2-(piperidin-1-yl)-4H-chromen CC1=C(OC2=CC=C(C=C2C1=O)C)N1CCCCC1